O=C(C=C)OC(C[NH3+])C 2-[(1-oxo-2-propen-1-yl)oxy]-1-propanaminium